6-[4-[2-[[3-chloro-4-[4-(1,1-dimethylpiperidin-1-ium-4-carbonyl)piperazine-1-carbonyl]phenyl]carbamoyl]-3-methyl-imidazol-4-yl]-3-(trifluoromethyl)pyrazol-1-yl]pyridine-3-carboxamide ClC=1C=C(C=CC1C(=O)N1CCN(CC1)C(=O)C1CC[N+](CC1)(C)C)NC(=O)C1=NC=C(N1C)C=1C(=NN(C1)C1=CC=C(C=N1)C(=O)N)C(F)(F)F